C12CNCC2C1N 3-azabicyclo[3.1.0]hexan-6-amine